FC1(CC(C1)NC1=CC=NC2=CC=C(C=C12)C=1C=NNC1)F 4-((3,3-difluorocyclobutyl)amino)-6-(1H-pyrazol-4-yl)quinoline